N12CCN([C@H](CC1)C2)C2=CC=C(N)C=C2 4-((5R)-1,4-diazabicyclo[3.2.1]octan-4-yl)aniline